(S)-1-(3,5-bis(trifluoromethyl)phenyl)-3-((2'-hydroxy-6,6'-dimethyl-[1,1'-biphenyl]-2-yl)methyl)thiourea FC(C=1C=C(C=C(C1)C(F)(F)F)NC(=S)NCC1=C(C(=CC=C1)C)C1=C(C=CC=C1C)O)(F)F